13-Tetradecynoic Acid C(CCCCCCCCCCCC#C)(=O)O